4-(6-methyl-7-oxo-5,6,7,8-tetrahydropyrido[2,3-d]pyrimidin-4-yl)piperazine-1-carboxylic acid tert-butyl ester C(C)(C)(C)OC(=O)N1CCN(CC1)C=1C2=C(N=CN1)NC(C(C2)C)=O